ClC1=CC=2C(=NN(N2)C2=C(C(=CC(=C2)C(C)(C)C)C(C)(C)C)O)C=C1 2-(5-chloro-2H-benzotriazol-2-yl)-4,6-bis(1,1-dimethylethyl)phenol